FC=1C=C(C#N)C=C(C1)CO[C@H](CO)CCCCCCCCCCCCCCCCCC (S)-3-fluoro-5-(((1-hydroxyeicosan-2-yl)oxy)methyl)benzonitrile